2-[(3-aminobenzyl)amino]acetic acid NC=1C=C(CNCC(=O)O)C=CC1